1-[(1R,2S)-2-phenylcyclopropyl]-3-[(1S)-1-[2-[4-(trifluoromethyl)imidazol-1-yl]pyridin-4-yl]ethyl]urea C1(=CC=CC=C1)[C@H]1[C@@H](C1)NC(=O)N[C@@H](C)C1=CC(=NC=C1)N1C=NC(=C1)C(F)(F)F